N(=C=O)CC1C2CC(C(C1)C2)CN=C=O 2,5-bis(isocyanatomethyl)-bicyclo-[2.2.1]heptane